(S)-5-(2-((4-cyclopropyl-6-oxopyridazin-1(6H)-yl)methyl)thieno[3,2-b]pyridin-7-yl)-4-(5,5-dimethylpyrrolidin-3-yl)-3,4-dihydro-2H-benzo[b][1,4]oxazine-7-carbonitrile C1(CC1)C=1C=NN(C(C1)=O)CC1=CC2=NC=CC(=C2S1)C1=CC(=CC=2OCCN(C21)[C@@H]2CNC(C2)(C)C)C#N